1-(7-(4-methoxybenzyl)-4-methyl-5,7-dihydro-4H-isoxazolo[5,4-e]indazol-3-yl)ethan-1-one COC1=CC=C(CN2N=C3CC(C4=C(C3=C2)ON=C4C(C)=O)C)C=C1